N,N-dimethyl-1,2,3,4-tetrahydroisoquinoline-5-amine hydrochloride Cl.CN(C=1C=2CCNCC2C=CC1)C